[(2S,3R)-1-(6-bromo-3-iodo-5-methyl-imidazo[1,2-a]pyrazin-8-yl)-2-methyl-azetidin-3-yl] tertbutyl carbonate C(O[C@H]1[C@@H](N(C1)C=1C=2N(C(=C(N1)Br)C)C(=CN2)I)C)(OC(C)(C)C)=O